FC(C1=NN=C(O1)C1=CC=C(CN2N=NC(=C2)C2=CC=C(N(C)C)C=C2)C=C1)F 4-(1-(4-(5-(difluoromethyl)-1,3,4-oxadiazol-2-yl)benzyl)-1H-1,2,3-triazol-4-yl)-N,N-dimethylaniline